C(CN1C(=NC2=C1C=CC(=C2)C(N)=O)C2=C(C(=O)O)C=CC=C2)N2C(=NC1=C2C=CC(=C1)C(N)=O)C1=C(C(=O)O)C=CC=C1 2-2,2'-(ethane-1,2-diylbis(5-carbamoyl-1H-benzo[d]imidazole-1,2-diyl))dibenzoic acid